styrene-acrylic acid chloride C(=CC1=CC=CC=C1)C=CC(=O)Cl